2-[[(3R)-1-[1-(2,6-dioxo-3-piperidyl)-3-methyl-2-oxo-benzimidazol-4-yl]-3-piperidyl]oxy]-N-[5-fluoro-7-hydroxy-6-(1,1,4-trioxo-1,2,5-thiadiazolidin-2-yl)-2-naphthyl]acetamide O=C1NC(CCC1N1C(N(C2=C1C=CC=C2N2C[C@@H](CCC2)OCC(=O)NC2=CC1=CC(=C(C(=C1C=C2)F)N2S(NC(C2)=O)(=O)=O)O)C)=O)=O